COC1=CC=2N(C=C1S(=O)(=O)Cl)C=CN2 7-methoxyimidazo[1,2-a]pyridine-6-sulfonyl chloride